(6S)-5-(((R)-6-(2-chloro-4-fluorophenyl)-5-(methoxycarbonyl)-2-(thiazol-2-yl)-1,4-dihydropyrimidin-4-yl)methyl)-5-azaspiro[2.4]heptane-6-carboxylic acid ClC1=C(C=CC(=C1)F)C1=C([C@@H](N=C(N1)C=1SC=CN1)CN1CC2(CC2)C[C@H]1C(=O)O)C(=O)OC